(S)-6-bromo-1-chloro-8-((1,1,1-trifluoropropan-2-yl)oxy)phthalazine BrC=1C=C2C=NN=C(C2=C(C1)O[C@H](C(F)(F)F)C)Cl